F[C@@H]1CN(CC[C@@H]1C1=CC=C(C(=O)NC2=NNC3=CC(=CC=C23)NC2=C(C=CC=C2)F)C=C1)C 4-((3S,4R)-3-Fluoro-1-methylpiperidin-4-yl)-N-(6-((2-fluorophenyl)amino)-1H-indazol-3-yl)benzamid